OC1=C(C=CC=C1)/C=C/C(=O)C1=CC2=CC=CC=C2C=C1 (E)-3-(2-hydroxyphenyl)-1-(2-naphthyl)-2-propen-1-one